C(CCCCCCCCCCCCCC(C)C)S(=O)(=O)O isoheptadecanesulfonic acid